FC(C(=O)O)(OC(C(OC(C(F)(F)F)(F)F)(F)F)(F)F)C(F)(F)F perfluoro-2-methyl-3,6-dioxaoctanoic acid